N-(1-Cyclopropyl-2-oxo-1,2-dihydropyridin-3-yl)-2-((1R,4r)-4-(2-((3R)-4-(4-(2,6-dioxopiperidin-3-yl)phenyl)-3-methylpiperazin-1-yl)ethyl)cyclohexyl)-6-methoxy-2H-indazole-5-carboxamide C1(CC1)N1C(C(=CC=C1)NC(=O)C1=CC2=CN(N=C2C=C1OC)C1CCC(CC1)CCN1C[C@H](N(CC1)C1=CC=C(C=C1)C1C(NC(CC1)=O)=O)C)=O